FC=1C(=NNC1)S(=O)(=O)N(CC1=CC=C(C=C1)OC)CC1=CC=C(C=C1)OC 4-fluoro-N,N-bis(4-methoxybenzyl)-1H-pyrazole-3-sulphonamide